5-(2-fluoropropan-2-yl)-1,2,4-oxadiazol FC(C)(C)C1=NC=NO1